2-Amino-N-(1-(8-chloro-5-(3-cyanopyrrolidin-1-yl)imidazo-[1,5-a]pyridin-6-yl)ethyl)-pyrazolo[1,5-a]pyrimidine-3-carboxamide trifluoroacetate salt FC(C(=O)O)(F)F.NC1=NN2C(N=CC=C2)=C1C(=O)NC(C)C=1C=C(C=2N(C1N1CC(CC1)C#N)C=NC2)Cl